3-(((1r,4r)-4-(3-bromo-2-methylphenoxy)cyclohexyl)oxy)propan-1-ol ethyl-(2-cyano-2-(2-(3,5-dichloro-4-(3-(2-fluoropropan-2-yl)-4-hydroxyphenoxy)phenyl)hydrazinyl)acetyl)carbamate C(C)N(C(=O)OCCCOC1CCC(CC1)OC1=C(C(=CC=C1)Br)C)C(C(NNC1=CC(=C(C(=C1)Cl)OC1=CC(=C(C=C1)O)C(C)(C)F)Cl)C#N)=O